(1aS,5aS)-2-(4-Chloro-pyridin-2-yl)-1a,2,5,5a-tetrahydro-1H-2,3-diaza-cyclopropa[a]pentalene-4-carboxylic acid ((R)-2-fluoro-1-hydroxymethyl-2-methyl-propyl)-amide FC([C@@H](CO)NC(=O)C=1C=2C[C@H]3[C@@H](C2N(N1)C1=NC=CC(=C1)Cl)C3)(C)C